5-bromo-N-(2-isopropoxyethyl)-2-nitroaniline BrC=1C=CC(=C(NCCOC(C)C)C1)[N+](=O)[O-]